5-fluoro-N'-(2-fluorophenyl)-2-methylbenzene-1,3-diamine FC=1C=C(C(=C(C1)N)C)NC1=C(C=CC=C1)F